(4-(3-oxo-3-(piperidin-1-yl)propyl)-1-phenyl-1H-imidazol-2-yl)-3-(1H-pyrazol-4-yl)benzamide bromine [Br].O=C(CCC=1N=C(N(C1)C1=CC=CC=C1)C1=C(C(=O)N)C=CC=C1C=1C=NNC1)N1CCCCC1